2-(7-((2S,5R)-4-(1-(2-(difluoromethoxy)-4-fluorophenyl)ethyl)-2,5-dimethylpiperazin-1-yl)-4-methyl-5-oxo-4,5-dihydro-2H-pyrazolo[4,3-b]pyridin-2-yl)acetonitrile FC(OC1=C(C=CC(=C1)F)C(C)N1C[C@@H](N(C[C@H]1C)C=1C=2C(N(C(C1)=O)C)=CN(N2)CC#N)C)F